METHYL-2-ISOCYANONAPHTHALENECARBOXYLATE COC(=O)C1=C(C=CC2=CC=CC=C12)[N+]#[C-]